2-(3,5-dibromophenyl)ethoxy-trimethylsilane BrC=1C=C(C=C(C1)Br)CCO[Si](C)(C)C